bis((2-((methacryloyloxy) methyl) octahydro-1H-4,7-methanoinden-5-yl) methyl) cyclohexane-1,4-dicarboxylate C1(CCC(CC1)C(=O)OCC1C2C3CC(CC3C(C1)C2)COC(C(=C)C)=O)C(=O)OCC2C1C3CC(CC3C(C2)C1)COC(C(=C)C)=O